[K].N(=O)N(O)C1CCCCC1 N-nitrosocyclohexylhydroxylamine, potassium salt